4-cyclopropoxy-3-methoxy-N-((S)-3,3,3-trifluoro-2-((R)-7-(4-fluorophenyl)-3-(1H-1,2,3-triazol-1-yl)-3-(trifluoromethyl)-2,3-dihydrofuro[2,3-c]pyridin-5-yl)-2-hydroxypropyl)benzamide C1(CC1)OC1=C(C=C(C(=O)NC[C@](C(F)(F)F)(O)C=2C=C3C(=C(N2)C2=CC=C(C=C2)F)OC[C@]3(C(F)(F)F)N3N=NC=C3)C=C1)OC